[Ag].FC(C(=O)O)(C(C(C(C(C(C(C(F)(F)F)(F)F)(F)F)(F)F)(F)F)(F)F)(F)F)F perfluorononanoic acid silver